(S)-ethyl 3-(6-chloro-3-fluoropyridin-2-yl)-3-((R)-1,1-dimethylethylsulfinamido)butanoate ClC1=CC=C(C(=N1)[C@@](CC(=O)OCC)(C)N[S@](=O)C(C)(C)C)F